(S)-(1-((4-(3-amino-4-methyl-1H-indazol-5-yl)-3-chlorophenyl)sulfonyl)-4,4-difluoropyrrolidin-2-yl)methanol NC1=NNC2=CC=C(C(=C12)C)C1=C(C=C(C=C1)S(=O)(=O)N1[C@@H](CC(C1)(F)F)CO)Cl